COC=1C=C2C(=CNC2=CC1)CCN(CC=C)CC=C N-[2-(5-methoxy-1H-indol-3-yl)ethyl]-N-prop-2-enylprop-2-en-1-amine